C(CC)(=O)[O-].[NH+]1=C(C=CC=C1)C α-picolinium propionate